OCC(CO)(CC)CO 2,2-bis(hydroxymethyl)1-butanol